COC([C@H](CCN(C)C)NC(=O)C1=C(C=C2C=NN(C2=C1)CC(C)C)OC1=C(C=C(C=C1)F)F)=O (S)-2-(5-(2,4-difluorophenoxy)-1-isobutyl-1H-indazole-6-carboxamido)-4-(dimethylamino)butanoic acid methyl ester